3-ethoxybenzylsuccinic acid dipropyl ester C(CC)OC(C(CC(=O)OCCC)CC1=CC(=CC=C1)OCC)=O